4-bromo-5-chloroindoline-2,3-dione BrC1=C2C(C(NC2=CC=C1Cl)=O)=O